(R)-2-((2-mercaptoethyl)amino)-2-(4-nitrophenyl)ethan-1-ol SCCN[C@@H](CO)C1=CC=C(C=C1)[N+](=O)[O-]